4-chloro-5-(cyclopropylmethyl)-2-(4-methoxybenzyl)-2,5-dihydro-3H-pyrrolo[3,2-c]pyridazin-3-one ClC1=C2C(=NN(C1=O)CC1=CC=C(C=C1)OC)C=CN2CC2CC2